2-(4-Chlorophenyl)-4,5,6,7-tetrahydrothiazolo[4,5-c]pyridine ClC1=CC=C(C=C1)C=1SC2=C(CNCC2)N1